tert-Butyl-3-{[{(1R)-1-[1-benzyl-4-(2,5-difluorophenyl)-1H-pyrrol-2-yl]-2,2-dimethylpropyl} (chloroacetyl)amino]methyl}pyrrolidin-1-carboxylat C(C)(C)(C)OC(=O)N1CC(CC1)CN(C(CCl)=O)[C@H](C(C)(C)C)C=1N(C=C(C1)C1=C(C=CC(=C1)F)F)CC1=CC=CC=C1